NC1=C2C(=NC=N1)N(N=C2C2=NOC(=C2C2=NC=C(C(=N2)C)[C@@H]2CN(CC2)C(=O)OC(C)(C)C)C2CC2)C(C)C tert-butyl (3R)-3-[2-[3-(4-amino-1-isopropyl-pyrazolo[3,4-d]pyrimidin-3-yl)-5-cyclopropyl-isoxazol-4-yl]-4-methyl-pyrimidin-5-yl]pyrrolidine-1-carboxylate